ethanone 1-(O-acetyloxime) C(C)(=O)ON=CC